3-[5-[(2-amino-2-methyl-propyl)amino]-3-(2-chloro-6-methyl-4-pyridyl)pyrazolo[1,5-a]pyrimidin-2-yl]benzonitrile NC(CNC1=NC=2N(C=C1)N=C(C2C2=CC(=NC(=C2)C)Cl)C=2C=C(C#N)C=CC2)(C)C